3-(2-(2-fluorophenyl)-4-oxo-1,4-dihydroquinazolin-3(2H)-yl)propionic acid FC1=C(C=CC=C1)C1NC2=CC=CC=C2C(N1CCC(=O)O)=O